C(C)(C)(C)NS(=O)(=O)C1=NC(=CC=C1N[C@H](C)C=1C=C(C=C2C(C(=C(OC12)C1CCC(CC1)(F)F)C)=O)C)Cl N-tert-Butyl-6-chloro-3-[[(1R)-1-[2-(4,4-difluoro-cyclohexyl)-3,6-dimethyl-4-oxo-chromen-8-yl]ethyl]-amino]pyridine-2-sulfonamide